FS(F)(F)(F)F pentafluorosulfane